carbamoyl-2-(2-(2-fluorophenyl)butanoylamino)-4-methylthiophene-3-carboxylic acid methyl ester COC(=O)C1=C(SC(=C1C)C(N)=O)NC(C(CC)C1=C(C=CC=C1)F)=O